tert-butyl 4-methoxy-1-oxo-1,3-dihydrospiro[indene-2,4'-piperidine]-1'-carboxylate COC1=C2CC3(CCN(CC3)C(=O)OC(C)(C)C)C(C2=CC=C1)=O